methyl 3-chloro-4-cyanobenzoate ClC=1C=C(C(=O)OC)C=CC1C#N